CC1=CC=CC=2OC3=CC(=CC=C3C(C12)NC(=O)C=1C(NC(=C(C1)CCNC)C(F)(F)F)=O)C N-(1,6-dimethyl-9H-xanthen-9-yl)-5-(2-(methylamino)ethyl)-2-oxo-6-(trifluoromethyl)-1,2-dihydropyridine-3-carboxamide